C(C)(C)(C)OC(=O)N1C[C@@H](C[C@@H](C1)O[Si](C)(C)C(C)(C)C)N.OC=1C=C(C=CC1OC)C(CC1=CC=CC=C1)=O 1-(3-hydroxy-4-methoxyphenyl)-2-phenyl-ethanone tert-butyl-(3R,5S)-3-amino-5-[tert-butyl(dimethyl)silyl]oxy-piperidine-1-carboxylate